P(O)(O)N.N1C=NC=C1 Imidazole-phosphoramidite